C(#C)C1=C2C(=CC(=CC2=CC=C1F)O)C1=C(C=2N=C(N=C(C2C=N1)N(C[C@@H]1NCCCC1)C)OC[C@]12CCCN2C[C@@H](C1)F)F 5-ethynyl-6-fluoro-4-(8-fluoro-2-(((2R,7aS)-2-fluorotetrahydro-1H-pyrrolizin-7a(5H)-yl)methoxy)-4-(methyl(((R)-piperidin-2-yl)methyl)amino)pyrido[4,3-d]pyrimidin-7-yl)naphthalen-2-ol